BrC=1C=CC(=C(C1)CO)C1CCOCC1 (5-bromo-2-(tetrahydro-2H-pyran-4-yl)phenyl)methanol